tert-butyl 4-((7-(8-chloronaphthalen-1-yl)-8-fluoro-2-(((2R,7aS)-2-fluorotetrahydro-1H-pyrrolizin-7a(5H)-yl)methoxy)pyrido[4,3-d]pyrimidin-4-yl)amino)piperidine-1-carboxylate ClC=1C=CC=C2C=CC=C(C12)C1=C(C=2N=C(N=C(C2C=N1)NC1CCN(CC1)C(=O)OC(C)(C)C)OC[C@]12CCCN2C[C@@H](C1)F)F